dihydro-1,3-benzoxazol O1CNC2=C1C=CC=C2